ClC1=CC=C(C=C1)C(CCO)O 1-(4-chlorophenyl)-1,3-propanediol